N-(4-(4-fluorophenoxy)benzyl)propionamide FC1=CC=C(OC2=CC=C(CNC(CC)=O)C=C2)C=C1